ethyl lactate (ethyl 2-hydroxypropionate) C(C)C(C(=O)O)(C)O.C(C(O)C)(=O)OCC